O1C=CC=CC=C1 Oxepine